C(C)(C)(C)C1N2C(C3=CC(=C(C=C3C1)C=1C=NC(=NC1)N1CCCC1)OC)=CC(C(=C2)C(=O)[O-])=O 6-tert-butyl-10-methoxy-2-oxo-9-[2-(pyrrolidin-1-yl) pyrimidin-5-yl]-6,7-dihydro-2H-pyrido[2,1-a]isoquinoline-3-carboxylate